ClC(OC1=CC=C(C=C1)NC(C1=CN=C(C(=C1)NC(=O)C=1C=NN(C1)C)N1C[C@@H](CC1)O)=O)(F)F (R)-N-(4-(chlorodifluoromethoxy)phenyl)-6-(3-hydroxypyrrolidin-1-yl)-5-(1-methyl-1H-pyrazole-4-carboxamido)nicotinamide